C(C1=CC=CC=C1)C1=C2C=C(N=CC2=C(N=C1)NC)NC(=O)C1CC1 N-(5-benzyl-8-(methylamino)-2,7-naphthyridin-3-yl)cyclopropanecarboxamide